C(C)N1NC(C2=CC=C(C=C12)NC1=NC=C(C(=N1)N[C@H](CO)C1=CC=CC=C1)C1=NC(=NO1)C(C)(C)O)=O (S)-1-ethyl-6-((4-((2-hydroxy-1-phenylethyl)amino)-5-(3-(2-hydroxypropan-2-yl)-1,2,4-oxadiazol-5-yl)pyrimidin-2-yl)amino)-1,2-dihydro-3H-indazol-3-one